BrC1=CC=NC2=C(C(=C(C=C12)Cl)C1=C(C=CC=C1OC)F)F 4-bromo-6-chloro-8-fluoro-7-(2-fluoro-6-methoxyphenyl)quinoline